l-citrulline N[C@@H](CCCNC(=O)N)C(=O)O